ClC=1C=C(C(=O)NC2=C(C=NN2C)C(=O)NCC2=C(C=CC=C2)C(F)(F)F)C=C(C1OC)Cl 5-(3,5-dichloro-4-methoxybenzoylamino)-1-methyl-N-{[2-(trifluoromethyl)phenyl]methyl}-1H-pyrazole-4-carboxamide